4-(N-([1,1'-biphenyl]-4-yl)sulfamoyl)-1-hydroxy-2-naphthoic acid C1(=CC=C(C=C1)NS(=O)(=O)C1=CC(=C(C2=CC=CC=C12)O)C(=O)O)C1=CC=CC=C1